6-(2-amino-5-(3-((dimethylamino)methyl)-4-((tetrahydro-2H-pyran-4-yl)methoxy)phenyl)-6-fluoropyridin-3-yl)-3,4-dihydroisoquinolin-1(2H)-one NC1=NC(=C(C=C1C=1C=C2CCNC(C2=CC1)=O)C1=CC(=C(C=C1)OCC1CCOCC1)CN(C)C)F